C(C)C=1C=NN2C1N=C(C=C2NCC=2C=NC(=CC2)OCCN2CCNCC2)N2[C@@H](CCCC2)CCO 2-[(2S)-1-[3-ethyl-7-[[6-(2-piperazin-1-ylethoxy)-3-pyridyl]methylamino]pyrazolo[1,5-a]pyrimidin-5-yl]-2-piperidyl]ethanol